benzyl tert-butyl propane-1,3-diyl-dicarbamate C(CCNC(OC(C)(C)C)=O)NC(OCC1=CC=CC=C1)=O